N1N=C(C=C1)CN1CSC(=C1C)COC=1C=CC2=C(C=C(O2)C)C1 N-((1H-pyrazol-3-yl)methyl)-2-methyl-5-((4-methylthiazol-5-yl)methoxy)benzofuran